N[C@H](C(=O)O)CC1=CN(C2=CC=CC=C12)CC=1C=NC=CC1 (2S)-2-amino-3-{1-[(pyridin-3-yl)methyl]-1H-indol-3-yl}propanoic acid